N-((1S,2R)-2-(2-chlorophenyl)cyclopropyl)-3-(2-methylpyridin-4-yl)-1H-pyrazolo[3,4-b]pyridine-5-amide ClC1=C(C=CC=C1)[C@@H]1[C@H](C1)NC(=O)C=1C=C2C(=NC1)NN=C2C2=CC(=NC=C2)C